C(C)OC(C=C)=O.C1(=CC=CC=C1)C1=CC=CC=C1 [1,1'-biphenyl] ethyl-acrylate